O=C1N(C(=NC12CC2)CNC(OCC2=CC=CC=C2)=O)C2=CC=C1C=CC=NC1=C2 benzyl N-[[7-oxo-6-(quinolin-7-yl)-4,6-diazaspiro[2.4]hept-4-en-5-yl]methyl]carbamate